C(CCC(=O)OC(C)(C)C)(=O)OCN1/C(/SC(=N1)OC[C@@H]1OCCOC1)=N/C(=O)C=1C=NC(=CC1C1=CC(=NC=C1OC)Cl)C (R,Z)-(5-((1,4-dioxan-2-yl)methoxy)-2-((2'-chloro-5'-methoxy-6-methyl-[4,4'-bipyridine]-3-carbonyl)imino)-1,3,4-thiadiazol-3(2H)-yl)methyl tert-butyl succinate